CC1=CC(=NN1)NC=1N=C(C=2C=CC=NC2C1)NC1CC2CCC(C1)N2CC2COC2 N7-(5-methyl-1H-pyrazol-3-yl)-N5-((3-exo)-8-(oxetan-3-ylmethyl)-8-azabicyclo[3.2.1]octan-3-yl)-1,6-naphthyridine-5,7-diamine